tert-butyl (3S,4R)-3-methyl-4-[N-methyl-4-(trifluoromethoxy) anilino]piperidine-1-carboxylate C[C@H]1CN(CC[C@H]1N(C1=CC=C(C=C1)OC(F)(F)F)C)C(=O)OC(C)(C)C